tert-butyl (S)-4-(4-(4-chloro-3-(2,4-dioxotetrahydropyrimidin-1(2H)-yl)benzoyl)piperazin-1-yl)-3,3-difluoropiperidine-1-carboxylate ClC1=C(C=C(C(=O)N2CCN(CC2)[C@@H]2C(CN(CC2)C(=O)OC(C)(C)C)(F)F)C=C1)N1C(NC(CC1)=O)=O